3-bromo-5-((3-(trifluoromethyl)phenyl)sulfonyl)-6,6a,7,8,9,10-hexahydro-5H-pyrido[1,2-a]Quinoxaline-8-carbonitrile BrC1=CC=2N(CC3N(C2C=C1)CCC(C3)C#N)S(=O)(=O)C3=CC(=CC=C3)C(F)(F)F